(2R)-1-((((2R,3s,4R,5s)-5-(4-aminopyrrolo[2,1-f][1,2,4]triazin-7-yl)-2-cyano-3,4-dihydroxytetrahydrofuran-2-yl)methoxy)(phenoxy)phosphoryl)pyrrolidine-2-carboxylic acid ethyl ester C(C)OC(=O)[C@@H]1N(CCC1)P(=O)(OC1=CC=CC=C1)OC[C@]1(O[C@H]([C@@H]([C@@H]1O)O)C1=CC=C2C(=NC=NN21)N)C#N